1,3-Dithiane-5-yl-sulfamic acid sodium salt [Na+].S1CSCC(C1)NS([O-])(=O)=O